Cl.NC1CCN(CC1)S(=O)(=O)C=1C=C(CC(CN2CCC(CC2)C2=CC=C3C(=NN(C3=C2)C)N2C(NC(CC2)=O)=O)CC)C=CC1 1-(6-(1-(2-(3-((4-aminopiperidin-1-yl)sulfonyl)benzyl)butyl)piperidin-4-yl)-1-methyl-1H-indazol-3-yl)dihydropyrimidine-2,4(1H,3H)-dione hydrochloride